C(=O)(OC(C)(C)C)N1[C@H](CCC1)B(O)O N-BOC-PYRROLIDIN-2-(S)-YLBORONIC ACID